2-(((S)-2-(4-cyanophenyl)propyl)amino)-2-phenylacetic acid C(#N)C1=CC=C(C=C1)[C@@H](CNC(C(=O)O)C1=CC=CC=C1)C